(4-bromo-7-methoxy-1-{[2-(trimethylsilyl)ethoxy]methyl}-1H-pyrrolo[2,3-c]pyridin-2-yl)-N,N-dimethylethan-1-amine BrC1=C2C(=C(N=C1)OC)N(C(=C2)C(C)N(C)C)COCC[Si](C)(C)C